(S)-2-amino-N-((3R,5R)-8-hydroxy-6-oxo-7-oxa-1-aza-8-boraspiro[4.7]dodecane-3-yl)-3-methylbutanamide N[C@H](C(=O)N[C@H]1CN[C@]2(C1)C(OB(CCCC2)O)=O)C(C)C